3-((R)-3-((S)-3-(3-(cyclopropylsulfonyl)phenoxy)-2-hydroxypropyl-amino)-1-oxa-8-azaspiro[4.5]decan-8-ylsulfonyl)-8-methylquinolin-4-ol C1(CC1)S(=O)(=O)C=1C=C(OC[C@H](CN[C@H]2COC3(C2)CCN(CC3)S(=O)(=O)C=3C=NC2=C(C=CC=C2C3O)C)O)C=CC1